N-(2-acetyl-3,5-difluorophenyl)-5-chloro-2-cyanoisonicotinamide C(C)(=O)C1=C(C=C(C=C1F)F)NC(C1=CC(=NC=C1Cl)C#N)=O